FC=1C(=NC(=NC1)NC=1C=CC2=C(N=C(S2)CO)C1)C1=CNC2=C(C=CC=C12)NC([C@@H](COC)N1CCN(CC1)C)=O (R)-N-(3-(5-fluoro-2-((2-(hydroxymethyl)benzo[d]thiazol-5-yl)amino)pyrimidin-4-yl)-1H-indol-7-yl)-3-methoxy-2-(4-methylpiperazin-1-yl)propanamide